FC=1C=C2C=NC(=NC2=CC1)N1C[C@H](N([C@H](C1)C)C(=O)OC1CC2(CN(C2)CC2=CC=CC=C2)C1)C 2-benzyl-2-azaspiro[3.3]heptan-6-yl (2R,6S)-4-(6-fluoroquinazolin-2-yl)-2,6-dimethylpiperazine-1-carboxylate